ClC1=NC=2N(C(=C1)N(C(OC(C)(C)C)=O)CC=1N=C3N(C=C(C=C3C(F)(F)F)C3CC3)C1)N=CC2C2CC2 tert-butyl (5-chloro-3-cyclopropylpyrazolo[1,5-a]pyrimidin-7-yl)((6-cyclopropyl-8-(trifluoromethyl)imidazo[1,2-a]pyridin-2-yl)methyl)carbamate